N1(CCC12COC2)CC2=C1CCN(C(C1=CC(=C2)CN2C(=NC=C2)NC)=O)[C@@H](C)C2=NC=C(C(=C2)OC)F (S)-5-((6-oxa-1-azaspiro[3.3]heptan-1-yl)methyl)-2-(1-(5-fluoro-4-methoxypyridin-2-yl)ethyl)-7-((2-(methylamino)-1H-imidazol-1-yl)methyl)-3,4-dihydroisoquinolin-1(2H)-one